1,8-diaminooctane toluenedisulfonate C(C1=CC=CC=C1)(S(=O)(=O)O)S(=O)(=O)O.NCCCCCCCCN